5-((4-methoxybenzyl)thio)-2-methylnicotinonitrile COC1=CC=C(CSC=2C=NC(=C(C#N)C2)C)C=C1